OCC1=CC=CC=2N(C(=NC21)C(C)C)C=2C=C1C(=NC2)NC(C1)=O 5-(4-(Hydroxymethyl)-2-isopropyl-1H-benzo[d]imidazol-1-yl)-1,3-dihydro-2H-pyrrolo[2,3-b]pyridin-2-one